C(C)OC(\C(=C/N(C)C)\C1=C(C=C(C=C1)C#N)C(F)(F)F)=O (Z)-2-(4-cyano-2-(trifluoromethyl)phenyl)-3-(dimethylamino)acrylic acid ethyl ester